N-(3-hydroxyphenyl)-3-methyl-5-oxo-1-phenyl-4,5-dihydro-1H-pyrazole-4-carboxamide OC=1C=C(C=CC1)NC(=O)C1C(=NN(C1=O)C1=CC=CC=C1)C